[2,4-dihydroxy-6-(1H-triazol-4-ylmethoxy)phenyl]-pyrrolidin-1-yl-methanone OC1=C(C(=CC(=C1)O)OCC=1N=NNC1)C(=O)N1CCCC1